4-(8-hydroxyquinolin-6-yl)-N-((1-methylazetidin-3-yl)methyl)benzamide OC=1C=C(C=C2C=CC=NC12)C1=CC=C(C(=O)NCC2CN(C2)C)C=C1